sulfadiazine sodium salt C1=CN=C(N=C1)[N-]S(=O)(=O)C2=CC=C(C=C2)N.[Na+]